C(CCCCCCC)(=O)OCCCCCCCC.C(CCCCCCC)(=O)OCCCCCCCC.C(CCCCCCC)(=O)OCCCCCCCC trioctyl trioctanoate